OCCC(CC)P(=O)C1=CC(=CC=C1)O (2'-hydroxyethyl)-3-Hydroxyphenylphosphinyl-propane